(S)-N-(1-(5-(6-(3-cyanopyrrolo[1,2-b]pyridazin-7-yl)-4-(isopropylamino)pyridin-3-yl)-1,3,4-thiadiazol-2-carbonyl)piperidin-3-yl)acetamide C(#N)C1=CC=2N(N=C1)C(=CC2)C2=CC(=C(C=N2)C2=NN=C(S2)C(=O)N2C[C@H](CCC2)NC(C)=O)NC(C)C